Methyl 2,2-dimethyl-3-(4-methyl-3-((pivaloyloxy)methyl)phenyl)-3-(8-methyl-3-(trifluoromethyl)-[1,2,4]triazolo[4,3-a]pyridin-7-yl)propanoate CC(C(=O)OC)(C(C1=C(C=2N(C=C1)C(=NN2)C(F)(F)F)C)C2=CC(=C(C=C2)C)COC(C(C)(C)C)=O)C